(R)-(1-(3-methoxy-4-(methylamino)-5-nitrobenzoyl)piperidin-3-yl)carbamic acid tert-butyl ester C(C)(C)(C)OC(N[C@H]1CN(CCC1)C(C1=CC(=C(C(=C1)[N+](=O)[O-])NC)OC)=O)=O